2-(2-(benzofuran-6-yl)-5-ethyl-7-oxo-6-(piperazin-1-yl)-[1,2,4]triazolo[1,5-a]pyrimidin-4(7H)-yl)-N-(4-((trifluoromethyl)thio)phenyl)acetamide O1C=CC2=C1C=C(C=C2)C2=NN1C(N(C(=C(C1=O)N1CCNCC1)CC)CC(=O)NC1=CC=C(C=C1)SC(F)(F)F)=N2